(1r)-4-(dicyanomethylene)-2-methyl-6-[2-(2,3,6,7-tetrahydro-1H,5H-benzo[IJ]quinolizin-9-yl)vinyl]-4H-pyran C(#N)C(=C1C=C(OC(=C1)C=CC1=CC=2CCCN3CCCC(C23)=C1)C)C#N